2-{[5-[6-[(4-cyano-2-fluoro-phenyl)methoxy]-2-pyridyl]-3-fluoro-2-pyridinyl]Methyl}-3-(2-methoxyethyl)benzimidazole-5-carboxylic acid methyl ester COC(=O)C1=CC2=C(N=C(N2CCOC)CC2=NC=C(C=C2F)C2=NC(=CC=C2)OCC2=C(C=C(C=C2)C#N)F)C=C1